((1r,4r)-4-aminocyclohexyl)methanol trifluoroacetate FC(C(=O)O)(F)F.NC1CCC(CC1)CO